CN1N=NC2=C1C=CC(=C2)C(=O)Cl 1-methyl-1H-1,2,3-benzotriazole-5-carbonyl chloride